(S)-N-(1-amino-3-hydroxy-2-methyl-1-oxopropan-2-yl)-5-(5-cyclopropylpyridin-3-yl)-2-methylbenzofuran-3-carboxamide NC([C@@](CO)(C)NC(=O)C1=C(OC2=C1C=C(C=C2)C=2C=NC=C(C2)C2CC2)C)=O